OC1(CC1)C1=CC(=NC(=C1)S(=O)(=O)C)NC1=CC(=NC=C1C1=NN(C=C1)C)NC(C)=O N-(4-((4-(1-hydroxycyclopropyl)-6-(methylsulfonyl)pyridin-2-yl)amino)-5-(1-methyl-1H-pyrazol-3-yl)pyridin-2-yl)acetamide